C(CCCCCCCC)C1=CC=C(C=C1)P(OCC(CCCC)CC)=O.[Nd] neodymium (2-ethylhexyl) (p-nonylphenyl)phosphinate